2-[2-amino-4-(4-aminopiperidin-1-yl)-5-(3-fluoro-5-methylphenyl)pyridin-3-yl]-1H-1,3-benzodiazole-5-sulfonamide NC1=NC=C(C(=C1C1=NC2=C(N1)C=CC(=C2)S(=O)(=O)N)N2CCC(CC2)N)C2=CC(=CC(=C2)C)F